CN(C(C)(CCC)C)C 2-(dimethylamino)-2-methylpentan